di(4-methoxyphenyl)phosphine oxide COC1=CC=C(C=C1)P(C1=CC=C(C=C1)OC)=O